(S)-N-(3-((4-cyano-3-(trifluoromethyl)phenyl)amino)-2-hydroxy-2-methyl-3-oxopropyl)-1H-pyrazole-4-carboxamide C(#N)C1=C(C=C(C=C1)NC([C@@](CNC(=O)C=1C=NNC1)(C)O)=O)C(F)(F)F